N-(3-((5-(6-chloropyridin-3-yl)-2-((1-methyl-1H-pyrazol-4-yl)amino)pyrimidin-4-yl)oxy)phenyl)acrylamide ClC1=CC=C(C=N1)C=1C(=NC(=NC1)NC=1C=NN(C1)C)OC=1C=C(C=CC1)NC(C=C)=O